3-(hexylthio)-1-propyl-1H-pyrrole-2,5-dione C(CCCCC)SC=1C(N(C(C1)=O)CCC)=O